ClC=1C=C2C(=C(C(NC2=CC1)=O)C=1CC(N(N1)C(CCC(=O)O)=O)C1=CC=C(C=C1)C=1C=NN(C1)CCC)C1=CC=CC=C1 4-[5-(6-chloro-2-oxo-4-phenyl-1H-quinolin-3-yl)-3-[4-(1-propylpyrazol-4-yl)phenyl]-3,4-dihydropyrazol-2-yl]-4-oxo-butanoic acid